CN(C1=CC=C(C=N1)C1=NC=C(C=C1)CN(C(=O)C1CCCC1)C=1C=C(C=CC1)C1=CC(=CC=C1)OC(F)(F)F)C N-((6'-(Dimethylamino)-[2,3'-bipyridin]-5-yl)methyl)-N-(3'-(trifluoromethoxy)-[1,1'-biphenyl]-3-yl)cyclopentanecarboxamide